ClC1=CC=C(C=C1)C=CC(=O)C1=CC=CC=C1 3-(4-chlorophenyl)-1-phenylprop-2-en-1-one